C(C)(C)(C)OC(=O)N1C[C@@H](N(CC1)C=1C2=C(N=CN1)N(C=C2C2=C(C=CC=C2)F)S(=O)(=O)C2=CC=C(C)C=C2)C (S)-4-(5-(2-fluorophenyl)-7-tosyl-7H-pyrrolo[2,3-d]pyrimidin-4-yl)-3-methylpiperazine-1-carboxylic acid tert-butyl ester